tert-Butyl (4-(4-amino-7-(6-methylpyridin-3-yl)pyrrolo[2,1-f][1,2,4]triazin-5-yl)-2-methoxyphenyl)carbamate NC1=NC=NN2C1=C(C=C2C=2C=NC(=CC2)C)C2=CC(=C(C=C2)NC(OC(C)(C)C)=O)OC